C1(=CC=CC=C1)C1(C2=CC=CC=C2C=2C=CC=CC12)C=1C=C(C=CC1)C=1C(=C(C=2C=CC3=CC=C(C=4C=CC1C2C43)N)N)C4=CC(=CC=C4)C4(C3=CC=CC=C3C=3C=CC=CC43)C4=CC=CC=C4 bis[3-(9-phenyl-9H-fluoren-9-yl)phenyl]-pyrene-1,6-diamine